ClC1=CC=C(OCC=2C=C(C(=O)NS(=O)(=O)C3=C(C=C(C=C3)N3CCN(CC3)CC3=C(CC(CC3)(C)C)C3=CC=C(C=C3)Cl)OC=3C=C4C(=NC3)NC=C4)C=CC2[N+](=O)[O-])C=C1 3-[(4-Chlorophenoxy)methyl]-N-[4-[4-[[2-(4-chlorophenyl)-4,4-dimethylcyclohexen-1-yl]methyl]piperazin-1-yl]-2-(1H-pyrrolo[2,3-b]pyridin-5-yloxy)phenyl]sulfonyl-4-nitrobenzamide